C(CCCCCC(C)(C)C)(=O)OOC(C)(C)CC tert-amyl peroxyneo-decanoate